COC1=CC=C(C=C1)C1(SCCCS1)C=CC=C(C1=CC=C(C=C1)OC#CC)C1=CC=C(C=C1)OC#CC 2-(4-methoxyphenyl)-2-(4,4-bis(4-propynyloxyphenyl)-1,3-butadienyl)-1,3-dithiane